C(=C)C1=CC=C2C(=N1)C=NC21COC1 2'-vinylspiro[oxetane-3,5'-pyrrolo[3,4-b]pyridine]